ClC1=C2C(=C(C(NC2=CC=N1)=O)CC(=O)O)C(F)(F)F [5-Chloro-2-oxo-4-(trifluoromethyl)-1H-1,6-naphthyridin-3-yl]acetic acid